BrC1=C(C(=O)O)C=C(C=N1)OC1CC1 2-bromo-5-cyclopropoxynicotinic acid